triphenoxychlorosilane O(C1=CC=CC=C1)[Si](Cl)(OC1=CC=CC=C1)OC1=CC=CC=C1